COC1=CC=C(CNC=2N=C(C3=C(N2)C=CNC3=O)NCCOC)C=C1 2-((4-methoxybenzyl)amino)-4-((2-methoxyethyl)amino)pyrido[4,3-d]pyrimidin-5(6H)-one